FC(C1C(C1)C(=O)NNC(=O)C12CC(C1)(C2)CC(=O)N)F (3-(2-(2-(difluoromethyl)cyclopropanecarbonyl)hydrazinocarbonyl)bicyclo[1.1.1]pent-1-yl)acetamide